C(C)(C)(C)OC(=O)N1N=CC(=C1)N1C(C2=CC=C(C=C2C1)N)=O 4-(5-amino-1-oxoisoindolin-2-yl)-1H-pyrazole-1-carboxylic acid tert-butyl ester